triallylbutylphosphate C(C=C)C(CCCOP(=O)([O-])[O-])(CC=C)CC=C